tert-Butyl 4-((2-((4-cyano-2-fluorophenoxy)methyl)-5-fluoropyridin-4-yl)oxy)piperidine-1-carboxylate C(#N)C1=CC(=C(OCC2=NC=C(C(=C2)OC2CCN(CC2)C(=O)OC(C)(C)C)F)C=C1)F